O=C1N(CC2=CC(=CC=C12)O[C@@H]1[C@H](CCCC1)N1CC(C1)C1=C(C=CC=C1)OC(F)(F)F)C1C(NC(CC1)=O)=O 3-(1-oxo-5-(((1S,2S)-2-(3-(2-(trifluoromethoxy)phenyl)azetidin-1-yl)cyclohexyl)oxy)isoindolin-2-yl)piperidine-2,6-dione